C1(=CC=CC=C1)C=1C(=NC(N([C@H]2[C@H](O)[C@H](O)[C@@H](CO)O2)C1)=O)N 5-phenyl-cytidine